C(CC=C)OC=1C=2N(C=C(N1)C=1C=C(C=NC1C)[C@@H](C)NCC)N=CN2 (R)-1-(5-(8-(but-3-en-1-yloxy)-[1,2,4]triazolo[1,5-a]pyrazin-6-yl)-6-methylpyridin-3-yl)-N-ethylethan-1-amine